5-(2-(4-((3-bromo-5-(trifluoromethoxy)benzyl)amino)butoxy)ethoxy)benzo[c][2,6]naphthyridine-8-carboxylic acid BrC=1C=C(CNCCCCOCCOC2=NC3=C(C4=CN=CC=C24)C=CC(=C3)C(=O)O)C=C(C1)OC(F)(F)F